C(C)OC(=O)C1=CN=C(N1C)C1=C(C(=CC=C1)Cl)F methyl-2-(3-chloro-2-fluorophenyl)-1H-imidazole-5-carboxylic acid ethyl ester